BrC=1N=C(C(=NC1)N)OCC1=CC(=NC=C1F)Cl 5-bromo-3-((2-chloro-5-fluoropyridin-4-yl)methoxy)pyrazin-2-amine